COC(=O)C1=CC2=C(C(=N1)Cl)COC2(C)CC 4-chloro-1-ethyl-1-methyl-1,3-dihydrofuro[3,4-c]pyridine-6-carboxylic acid methyl ester